((2S,5R)-5-((3-((1S,2S)-2-(methoxymethyl)cyclopropyl)-1H-pyrrolo[2,3-b]pyridin-4-yl)amino)-2-methylpiperidin-1-yl)prop-2-en-1-one COC[C@@H]1[C@H](C1)C1=CNC2=NC=CC(=C21)N[C@@H]2CC[C@@H](N(C2)C(C=C)=O)C